BrC=1C=C2CC(C(C2=CC1)NC(O[C@@H]1CN2CCC1CC2)=O)(CC)CC (S)-quinuclidin-3-yl (5-bromo-2,2-diethyl-2,3-dihydro-1H-inden-1-yl)carbamate